(5-methyl-[1,2,4]triazolo[1,5-a]pyridin-6-yl)-5-(trifluoromethyl)-3-azabicyclo[3.1.0]hexane-1-carboxylic acid CC1=C(C=CC=2N1N=CN2)C2C1(CC1(CN2)C(F)(F)F)C(=O)O